C(C1=CC=CC=C1)OC=1N=C(C2=C(N1)C(=C(N=C2)C2=CC(=CC1=CC=CC(=C21)CC)OCOC)F)N2CC1CCC(C2)N1C(=O)OC(C)(C)C tert-butyl 3-[2-(benzyloxy)-7-[8-ethyl-3-(methoxymethoxy)naphthalen-1-yl]-8-fluoropyrido[4,3-d]pyrimidin-4-yl]-3,8-diazabicyclo[3.2.1]octane-8-carboxylate